C(C1=CC=CC=C1)NC1=C2N=CN(C2=NC(=N1)C=1C=NC=C(C1)OC)[C@H]1[C@@H]([C@@H]([C@H](S1(=O)=O)C(=O)NC)O)O (2S,3S,4R,5R)-5-(6-(benzylamino)-2-(5-methoxypyridin-3-yl)-9H-purin-9-yl)-3,4-dihydroxyl-N-methyltetrahydro-thiophen-2-formamide 1,1-dioxide